2,5,7,10-Tetraoxa-6-Silaundecan COCCO[SiH2]OCCOC